NCCNCCC[Si](OC)(OC)OC N-(beta-aminoethyl)aminopropyl-trimethoxysilane